C1(CCCCC1)CC1=CC(=CC=C1)C 1-Cyclohexylmethyl-3-methylbenzol